1-(2-(1H-indol-3-yl)ethyl)-2-(((1R,5S)-8-oxabicyclo[3.2.1]oct-3-yl)methyl)-6,7-dimethoxy-1,2,3,4-tetrahydroisoquinoline N1C=C(C2=CC=CC=C12)CCC1N(CCC2=CC(=C(C=C12)OC)OC)CC1C[C@H]2CC[C@@H](C1)O2